2-((1-methyl-1H-pyrazol-4-yl)methyl)benzonitrile CN1N=CC(=C1)CC1=C(C#N)C=CC=C1